2-((S)-2-(4-chlorophenyl)-3-(4-((5R,7R)-7-hydroxy-5-methyl-6,7-dihydro-5H-cyclopenta[d]pyrimidin-4-yl)piperazin-1-yl)-3-oxopropylamino)-N-methylacetamide ClC1=CC=C(C=C1)[C@@H](CNCC(=O)NC)C(=O)N1CCN(CC1)C=1C2=C(N=CN1)[C@@H](C[C@H]2C)O